4-(3-benzyl-6-(3,5-dimethylisoxazol-4-yl)-1H-pyrrolo[3,2-b]pyridin-1-yl)picolinic acid C(C1=CC=CC=C1)C1=CN(C=2C1=NC=C(C2)C=2C(=NOC2C)C)C2=CC(=NC=C2)C(=O)O